4-(7a-methyl-1-oxooctahydro-2H-pyrrolo[3,4-c]pyridin-2-yl)benzoic acid trifluoroacetate FC(C(=O)O)(F)F.CC12C(CNCC1)CN(C2=O)C2=CC=C(C(=O)O)C=C2